C(C1=CC=CC=C1)OC1=NC2=CC=C(C(=C2C=C1)C(F)(F)F)Br 2-(benzyloxy)-6-bromo-5-(trifluoromethyl)quinoline